Ethylenediamine silicate salt [Si](O)(O)(O)O.C(CN)N